4-(2-methylthiophen-3-yl)benzoic acid CC=1SC=CC1C1=CC=C(C(=O)O)C=C1